Racemic-17-amino-6,15-bis(trifluoromethyl)-19-oxa-3,4,18-triazatricyclo[12.3.1.12,5]nonadeca-1(18),2,4,14,16-pentaen-6-ol NC1=CC(=C2CCCCCCC[C@](C3=NN=C(C1=N2)O3)(O)C(F)(F)F)C(F)(F)F |r|